C1(CC1)CN1[C@@H](CCC1)COC=1N=C(C2=C(N1)CN(CC2)C2=CC=CC1=CC=CC=C21)N2CC(NCC2)CC#N 2-(4-(2-(((S)-1-(cyclopropylmethyl)pyrrolidin-2-yl)methoxy)-7-(naphthalen-1-yl)-5,6,7,8-tetrahydropyrido[3,4-d]pyrimidin-4-yl)piperazin-2-yl)acetonitrile